N1C(=NC2=C1C=CC=C2)C2=CC(=NN2)NC(=O)C=2C=NC(=CC2)N2CC(C2)OC N-[5-(1H-benzimidazol-2-yl)-1H-pyrazol-3-yl]-6-(3-methoxyazetidin-1-yl)pyridine-3-carboxamide